BrC=1C=C(C=NC1C)C=O 5-bromo-6-methylpyridine-3-carbaldehyde